C1(CC1)C1=NC(=C2N1CCNC2)CC 3-cyclopropyl-1-ethyl-5,6,7,8-tetrahydroimidazo[1,5-a]pyrazine